FC1=CC=C(COC2=C(C=O)C=C(C=C2)OC)C=C1 ((4-fluorobenzyl)oxy)-5-methoxybenzaldehyde